COC1=CC=C2C=3C=CN=C(C3N(C2=C1)CCC=1N=NN(C1)CCOC)C 4-(2-(7-Methoxy-1-methyl-β-carbolin-9-yl)ethyl)-1-(2-methoxyethyl)-1,2,3-triazole